(R)-6-((2-(Dimethylamino)ethyl)amino)-3-((4-hydroxy-1-(3-phenylbutanoyl)piperidin-4-yl)methyl)pyrimidin-4(3H)-one CN(CCNC1=CC(N(C=N1)CC1(CCN(CC1)C(C[C@@H](C)C1=CC=CC=C1)=O)O)=O)C